5-Fluoro-4-methyl-3-nitropyridin-2-amine FC=1C(=C(C(=NC1)N)[N+](=O)[O-])C